5-((1R,3r,5S)-(3-((5-cyclopropyl-3-(2-(trifluoromethoxy)phenyl)isoxazol-4-yl)methoxy)-8-azabicyclo[3.2.1]octan-8-yl)-1,3,4-oxadiazol-2-yl)benzoic acid C1(CC1)C1=C(C(=NO1)C1=C(C=CC=C1)OC(F)(F)F)COC1C[C@H]2CC[C@@H](C1)N2C2=NN=C(O2)C=2C=CC=C(C(=O)O)C2